C=1C=NN2C1C=1CCCNC1C=C2 7,8,9,10-tetrahydro-pyrazolo[5,1-f][1,6]naphthyridine